C1(CC1)C=1N=NN(C1)[C@H](C(=O)N1[C@@H](C[C@H](C1)O)C(=O)NC(CC)C=1SC=C(N1)C(F)(F)F)C(C)(C)C (2S,4R)-1-[(2S)-2-(4-cyclopropyltriazol-1-yl)-3,3-dimethyl-butanoyl]-4-hydroxy-N-[1-[4-(trifluoromethyl)thiazol-2-yl]propyl]pyrrolidine-2-carboxamide